1-(2-oxopropoxy)-N-(2,2,2-trifluoroethyl)methanesulfonamide O=C(COCS(=O)(=O)NCC(F)(F)F)C